ClC1=C(C=CC=C1)C1=NCC2=NN=C(N2C=2SC=3CC(CC3C12)C(=O)N1CCOCC1)C1CC1 9-(2-Chlorophenyl)-3-cyclopropyl-13-(morpholine-4-carbonyl)-16-thia-2,4,5,8-tetraazatetracyclo[8.6.0.02,6.011,15]-hexadeca-1(10),3,5,8,11(15)-pentaene